OC(C)C1=C(C=CC=C1)C1=CNC(C2=CC(=CC=C12)OCC#N)=O 2-((4-(2-(1-hydroxyethyl)phenyl)-1-oxo-1,2-dihydroisoquinolin-7-yl)oxy)acetonitrile